methyl 1-(5-bromo-4-methyl-2-oxo-1-{[2-(trimethylsilyl)ethoxy]methyl}quinolin-3-yl)cyclopropane-1-carboxylate BrC1=C2C(=C(C(N(C2=CC=C1)COCC[Si](C)(C)C)=O)C1(CC1)C(=O)OC)C